(±)-(4aR,13bS)-11-chloro-4-methyl-10-(trifluoromethyl)-1,2,3,4,4a,5,6,13b-octahydro-8H-[1,6]naphthyridino[5,6-b]quinazolin-8-one ClC1=C(C=C2C(N3C(=NC2=C1)[C@H]1CCCN([C@@H]1CC3)C)=O)C(F)(F)F |r|